BrC=1C=C2C(=NC=NC2=C(C1)S(=O)(=O)N1CCOCC1)O 6-bromo-8-(morpholinylsulfonyl)quinazolin-4-ol